FC1=C(CC2=C(C(=CC(=C2)C)C)C(C(=O)N)N2CCOCC2)C=CC=C1 (2-(2-fluorobenzyl)-4,6-dimethylphenyl)-2-morpholinoacetamide